C(N)(=O)C=1C=C2C(=CC=NC2=CC1OCCO)OC1=C(C=C(C=N1)NC(=O)C1(CC1)C(=O)NC1=CC=C(C=C1)F)Cl 1-N'-[6-[6-carbamoyl-7-(2-hydroxyethoxy)quinolin-4-yl]oxy-5-chloropyridin-3-yl]-1-N-(4-fluorophenyl)cyclopropane-1,1-dicarboxamide